2-(oxan-2-yl)-5-phenylpyrazol-3-ylboronic acid O1C(CCCC1)N1N=C(C=C1B(O)O)C1=CC=CC=C1